1-(2-fluoro-4-(5-(2-(2-fluoro-5-(trifluoromethoxy)phenyl)acetamido)-1,3,4-thidiazol-2-yl)butyl)-N-((6-methoxypyridin-3-yl)methyl)-1H-1,2,3-triazole-4-carboxamide FC(CN1N=NC(=C1)C(=O)NCC=1C=NC(=CC1)OC)CCC=1SC(=NN1)NC(CC1=C(C=CC(=C1)OC(F)(F)F)F)=O